tert-butyl (S)-4-(6-(7-ethoxy-2-methylimidazo[1,2-a]pyrimidine-6-carboxamido) pyridazin-3-yl)-2-methylpiperazine-1-carboxylate C(C)OC1=NC=2N(C=C1C(=O)NC1=CC=C(N=N1)N1C[C@@H](N(CC1)C(=O)OC(C)(C)C)C)C=C(N2)C